C[C@@H](CC)NC(O[C@H]1C[C@H](CC1)C1=CC(=NN1)NC(CC=1N(C2=CC=CC=C2C1S(=O)(=O)C)C)=O)=O (1R,3S)-3-[3-({[1-methyl-3-(methylsulfonyl)-1H-indol-2-yl]acetyl}amino)-1H-pyrazol-5-yl]cyclopentyl (2S)-butan-2-ylcarbamate